ClC=1C=CC(=C(C1)CC(=O)OC)N1N=NN=C1 methyl 2-(5-chloro-2-(1H-tetrazol-1-yl)phenyl)acetate